CC1(CN(C=2C1=NC(=CC2)C(=O)OC)C(=O)OC(C)(C)C)C 1-tert-Butyl 5-methyl 3,3-dimethyl-1H,2H,3H-pyrrolo[3,2-b]pyridine-1,5-dicarboxylate